6-ethoxy-4-(6-(4-(3-ethynyl-4-fluorobenzoyl)piperazin-1-yl)pyridin-3-yl)pyrazolo[1,5-a]pyridine-3-carbonitrile C(C)OC=1C=C(C=2N(C1)N=CC2C#N)C=2C=NC(=CC2)N2CCN(CC2)C(C2=CC(=C(C=C2)F)C#C)=O